diallylammonium bis(methylsulfonylmethylsulfonamide) salt CS(=O)(=O)CS(=O)(=O)N.CS(=O)(=O)CS(=O)(=O)N.C(C=C)[NH2+]CC=C